5-(4-((2-(2,3-dihydrobenzo[b][1,4]dioxin-6-yl)pyrrolidin-1-yl)methyl)phenyl)-1,3,4-oxadiazol-2(3H)-one O1C2=C(OCC1)C=C(C=C2)C2N(CCC2)CC2=CC=C(C=C2)C2=NNC(O2)=O